(S,E)-1-Amino-2-(1-(but-2-enoyl)pyrrolidin-2-yl)-4-(4-((4-methyl-pyridin-2-yl)carbamoyl)phenyl)-1H-imidazol-5-carboxamid NN1C(=NC(=C1C(=O)N)C1=CC=C(C=C1)C(NC1=NC=CC(=C1)C)=O)[C@H]1N(CCC1)C(\C=C\C)=O